FC1=C(C=CC=C1)NC1=NC=NC2=CC(=CC=C12)C1=CC=C(C=C1)N1CCNCC1 N-(2-fluorophenyl)-7-(4-(piperazin-1-yl)phenyl)quinazolin-4-amine